mercaptobutane bismuth(III) [Bi+3].SCCCC